[1-[9-ethyl-6-(2-methylbenzoyl)carbazol-3-yl]ethylideneamino]acetate C(C)N1C2=CC=C(C=C2C=2C=C(C=CC12)C(C)=NCC(=O)[O-])C(C1=C(C=CC=C1)C)=O